C1=CC=CC=2C3=CC=CC=C3C(C12)COC(=O)N(C(C(=O)O)CC1=CC=C(C=C1)C)C 2-((((9H-Fluoren-9-yl)methoxy)carbonyl)(methyl)amino)-3-(p-tolyl)propanoic acid